2,2-dimethyl-4,12-dioxo-3,8-dioxa-5,11-diazahexadecane-16-oic acid CC(C)(OC(NCCOCCNC(CCCC(=O)O)=O)=O)C